Cl\C=C\CCl trans-1,3-Dichloropropene